C1(CC1)CN1N=CC2=CC=C(C=C12)COC1=CC=CC(=N1)C1CCN(CC1)CC1=NC2=C(N1C[C@H]1OCC1)C=C(C=C2)C(=O)[O-] (S)-2-((4-(6-((1-Cyclopropylmethyl-1H-indazol-6-yl)methoxy)pyridin-2-yl)piperidin-1-yl) Methyl)-1-(oxetan-2-ylmethyl)-1H-benzo[d]imidazole-6-carboxylate